(2R)-2-(((2S,5R)-2-carbamoyl-3-cyclopropyl-7-oxo-1,6-diazabicyclo[3.2.1]oct-3-en-6-yl)oxy)-2-fluoroacetic acid lithium salt [Li+].C(N)(=O)[C@H]1N2C(N([C@H](C=C1C1CC1)C2)O[C@@H](C(=O)[O-])F)=O